ClC1=CC(=C(C=C1)C1=NC(=CC2=C1N=C(N(C2=O)C)C)N2CC(O[C@@H](C2)C2=CC(=NC=C2)C)(C)C)F (R)-8-(4-chloro-2-fluorophenyl)-6-(2,2-dimethyl-6-(2-methylpyridin-4-yl)morpholino)-2,3-dimethylpyrido[3,4-d]pyrimidin-4(3H)-one